NC=1NC(C=C(N1)C1=NN(C=C1CC1=C(C(=O)OC)C=CC=C1)C(F)F)=O methyl 2-[[3-(2-amino-6-oxo-1H-pyrimidin-4-yl)-1-(difluoromethyl) pyrazol-4-yl]methyl]benzoate